C(C)OC(\C=C(/NC)\C1=CC(=C(C=C1)Cl)Cl)=O.ClC=1C=C(C=CC1Cl)/C(=C/C(=O)OCC)/NC ethyl (Z)-3-(3,4-dichlorophenyl)-3-(methylamino)prop-2-enoate Ethyl-(Z)-3-(3,4-dichlorophenyl)-3-(methylamino)prop-2-enoate